C(#N)C=1C=C(C=CC1F)C=1C=C2C(=NC1C=N[S@@](=O)C(C)(C)C)N=C(S2)SC (S)-N-((6-(3-cyano-4-fluorophenyl)-2-(methylthio)thiazolo[4,5-b]pyridin-5-yl)methylene)-2-methylpropane-2-sulfinamide